COCCN1N=CC(=C1)CO (1-(2-methoxyethyl)-1H-pyrazol-4-yl)methanol